CN1C2=NC(=O)N(C(=O)C2=NC=N1)C The molecule is a pyrimidotriazine that is 1,6-dimethyl-1,5,6,7-tetrahydropyrimido[5,4-e][1,2,4]triazine with oxo groups at positions 5 and 7. It has a role as an antineoplastic agent, a toxin, a Wnt signalling inhibitor, an apoptosis inducer, a bacterial metabolite, an antibacterial agent and a virulence factor. It is a pyrimidotriazine and a carbonyl compound. It derives from a reumycin.